2-(2-isopropylphenyl)-7-methyl-9-[1-[4-[1-methyl-4-(trifluoromethyl)imidazol-2-yl]phenyl]cyclopropyl]purin-8-imine C(C)(C)C1=C(C=CC=C1)C1=NC=C2N(C(N(C2=N1)C1(CC1)C1=CC=C(C=C1)C=1N(C=C(N1)C(F)(F)F)C)=N)C